FC=1C(=NC(=NC1)N1CCN(CCC1)C)N1CC(C1)C(=O)NCC1=CN=C2N1C=CC=C2 1-[5-fluoro-2-(4-methyl-1,4-diazepan-1-yl)pyrimidin-4-yl]-N-{imidazo[1,2-a]pyridin-3-ylmethyl}azetidine-3-carboxamide